C[C@@H]1O[C@@H](CN(C1)C1=C(C=C(C(=O)OC)C=C1)F)C methyl 4-((cis)-2,6-dimethylmorpholino)-3-fluorobenzoate